FC1=C(OC=2C=CC=3N(N2)C=NC(C3C3=C(C=CC=C3)C)=O)C=CC(=C1)F 2-(2,4-difluorophenoxy)-5-(o-methylphenyl)-6H-pyrimido[1,6-b]pyridazin-6-one